O[C@@H]1C[C@H](N(C1)C([C@H](C(C)(C)C)NC(OC(C)(C)C)=O)=O)C(N[C@@H](C)C1=CC=C(C=C1)C1=C(N=CS1)CC)=O tert-butyl ((S)-1-((2S,4R)-4-hydroxy-2-(((S)-1-(4-(4-ethylthiazol-5-yl)phenyl)ethyl)carbamoyl)pyrrolidin-1-yl)-3,3-dimethyl-1-oxobutan-2-yl)carbamate